C(CCCCCCCCCCCCCCC)(=O)N(CCOP(=O)(O)O)C(CCCCCCCCCCCCCCC)=O dihexadecoyl-phosphoethanolamine